CN(C(C=C)=O)C(C)C N-methyl-N-isopropylacrylamide